NC(N)N triamino-methane